FC[C@@H]1CN(CC1)CCOC1=CC=C(OC=2C3=C(SC2C(=O)C2=C(C=CC=C2)C)C=C(C=C3)O)C=C1 (S)-(3-(4-(2-(3-(fluoromethyl)pyrrolidin-1-yl)ethoxy)phenoxy)-6-hydroxybenzo[b]thiophen-2-yl)(o-tolyl)methanone